C1=CC=CC=2C3=CC=CC=C3C(C12)COC(=O)N[C@H](C(N[C@H](C(NCCNC(OCC1=CC=CC=C1)=O)=O)CS(=O)(=O)[O-])=O)CS(=O)(=O)[O-].[Na+].[Na+] disodium (9R,12R)-12-((((9H-fluoren-9-yl)methoxy)carbonyl)amino)-3,8,11-trioxo-1-phenyl-9-(sulfonatomethyl)-2-oxa-4,7,10-triazatridecane-13-sulfonate